NC1=C2C=NN(C2=C(C=C1)CC#N)C 2-(4-amino-1-methyl-1H-indazol-7-yl)acetonitrile